FC1=C(C#N)C(=CC(=C1)CN1N=CC=C1C)OC 2-fluoro-6-methoxy-4-[(5-methyl-1H-pyrazol-1-yl)methyl]benzonitrile